N-(7-allyl-7-azaspiro[3.5]nonan-2-yl)-N-phenyl-1H-pyrrole-3-carboxamide hydrochloride Cl.C(C=C)N1CCC2(CC(C2)N(C(=O)C2=CNC=C2)C2=CC=CC=C2)CC1